5-[3-(4-{6-amino-7-[3-fluoro-4-(pyridin-4-yloxy)phenyl]-8-oxopurin-9-yl}-[1,4'-bipiperidin]-1'-yl)azetidin-1-yl]-2-(2,6-dioxopiperidin-3-yl)isoindole-1,3-dione NC1=C2N(C(N(C2=NC=N1)C1CCN(CC1)C1CCN(CC1)C1CN(C1)C=1C=C2C(N(C(C2=CC1)=O)C1C(NC(CC1)=O)=O)=O)=O)C1=CC(=C(C=C1)OC1=CC=NC=C1)F